4-(METHOXYMETHYLTHIO)PHENYLBORONIC ACID COCSC1=CC=C(C=C1)B(O)O